2-(2-(2-((2-(1-methyl-2,6-dioxopiperidin-3-yl)-1,3-dioxoisoindolin-4-yl)oxy)acetamido) ethoxy)ethyl methanesulfonate CS(=O)(=O)OCCOCCNC(COC1=C2C(N(C(C2=CC=C1)=O)C1C(N(C(CC1)=O)C)=O)=O)=O